O-(Diphenylphosphinyl)hydroxylamine C1(=CC=CC=C1)P(=O)(ON)C1=CC=CC=C1